7-methoxy-2-(1-methoxycyclopropyl)-N-(6-methoxypyridin-2-yl)imidazo[1,2-a]pyridine-6-carboxamide COC1=CC=2N(C=C1C(=O)NC1=NC(=CC=C1)OC)C=C(N2)C2(CC2)OC